4-Isopropyl-6-(1,3,4,5-tetrahydro-2H-benzazepin-2-yl)pyrimidin-2-amine C(C)(C)C1=NC(=NC(=C1)C1NC2=C(CCC1)C=CC=C2)N